C(CCCCCCCCCCCCCCC(C)C)(=O)O.C(CCCCCCCCCCCCCCC(C)C)(=O)O.CC(=O)[C@H](O)[C@@H](O)[C@H](O)[C@H](O)CO methyl-glucose diisostearate